FC1=CC2=C(NC([C@H](CC2)NC(=O)N2N=CC(=C2)CC2=CC(=CC=C2)F)=O)C(=C1)F (S)-N-(7,9-difluoro-2-oxo-2,3,4,5-tetrahydro-1H-benzo[b]azepin-3-yl)-4-(3-fluorobenzyl)-1H-pyrazole-1-carboxamide